N-[3-[5-(difluoromethoxy)-1-methyl-6-oxopyridin-3-yl]-4-(2,4-difluorophenoxy)phenyl]ethanesulfonamide FC(OC1=CC(=CN(C1=O)C)C=1C=C(C=CC1OC1=C(C=C(C=C1)F)F)NS(=O)(=O)CC)F